ClC1=C(C=C(C=C1)[N+](=O)[O-])S(=O)(=O)C(F)(F)F 1-chloro-4-nitro-2-((trifluoromethyl)sulfonyl)benzene